7-fluoro-4-isopropyl-6-(4,4,5,5-tetramethyl-1,3,2-dioxaborolan-2-yl)-2-(o-tolyl)isoquinolin-1(2H)-one FC1=C(C=C2C(=CN(C(C2=C1)=O)C1=C(C=CC=C1)C)C(C)C)B1OC(C(O1)(C)C)(C)C